ClC1=C(C2=C(N=N1)N(CC2)C=2SC=C(N2)C(=O)OCC)I ethyl 2-{3-chloro-4-iodo-5H,6H,7H-pyrrolo[2,3-c]pyridazin-7-yl}-1,3-thiazole-4-carboxylate